FC1=CC(=C(C=C1)CC1CC2(CN(C2)C(=O)N2C[C@H](CC2)C2=NC=NN2)C1)C(F)(F)F [6-[[4-Fluoro-2-(trifluoromethyl)phenyl]methyl]-2-azaspiro[3.3]heptan-2-yl]-[(3S)-3-(1H-1,2,4-triazol-5-yl)pyrrolidin-1-yl]methanone